1,2,4,5-Tetrahydroxybenzene OC1=C(C=C(C(=C1)O)O)O